[I-].C(C)(C)C1=C(OC(=O)OCNC(=O)C=2C=[N+](C=CC2)C)C(=CC=C1)C(C)C 3-(((((2,6-diisopropylphenoxy)carbonyl)oxy)methyl)carbamoyl)-1-methylpyridin-1-ium iodide